2-(7-((2S,5R)-2,5-diethyl-4-(quinoline-7-carbonyl)piperazin-1-yl)-4-methyl-5-oxo-4,5-dihydro-2H-pyrazolo[4,3-b]pyridin-2-yl)acetonitrile C(C)[C@@H]1N(C[C@H](N(C1)C(=O)C1=CC=C2C=CC=NC2=C1)CC)C=1C=2C(N(C(C1)=O)C)=CN(N2)CC#N